C12N(CCC2C1)CCC1=NNC2=CC(=CC(=C12)OC)F 3-(2-(2-azabicyclo[3.1.0]hexan-2-yl)ethyl)-6-fluoro-4-methoxy-1H-indazole